(2S,6S)-1-benzyl-N-(2-bromo-4-chlorophenyl)-N-[(4-methoxyphenyl)methyl]-2-methyl-6-(1-methyltriazol-4-yl)piperidine-4-carboxamide C(C1=CC=CC=C1)N1[C@H](CC(C[C@H]1C=1N=NN(C1)C)C(=O)N(CC1=CC=C(C=C1)OC)C1=C(C=C(C=C1)Cl)Br)C